C1(=CC=CC=C1)CCCCCCCCCCC(=O)N 11-phenylundecaneamide